N[C@H]1CC(N(C1)C1=CC(=C(C(=C1)F)C1C(N(C(CC1)=O)CO)=O)F)=O 3-(4-((S)-4-amino-2-oxopyrrolidin-1-yl)-2,6-difluorophenyl)-1-(hydroxymethyl)piperidine-2,6-dione